NC1=C(C=CC(=C1C)Br)NCCCCCO 5-((2-amino-4-bromo-3-methylphenyl)amino)pentan-1-ol